C1(=CC=CC=C1)N1C(=NC2=C1C=CC=C2)C2=CC(=CC(=C2)C2=NC1=C(N2C2=CC=CC=C2)C=CC=C1)C1=NC2=C(N1C1=CC=CC=C1)C=CC=C2 1,3,5-tris(N-phenylbenzimidazol-2-yl)-benzene